C(C)C1=CC(=C(C=C1C(C)C)C(=O)N1CC2=CC=CC=C2C1)OC (4-ethyl-5-isopropyl-2-methoxyphenyl)(isoindolin-2-yl)methanone